ClC1=CC=C(CNNC(=O)C2=NC(=CN=C2)C2=CC=C(C=C2)Cl)C=C1 N'-(4-chlorobenzyl)-6-(4-chlorophenyl)pyrazine-2-carbohydrazide